NC1=C(C(=C(C=C1)N=NC1=CC=CC=C1)C)C 4-amino-2,3-dimethylazobenzene